CC1=C(C=C(C=C1)NC(=NCCCN2C=NC=C2C)NC#N)C 2-cyano(3-(5-methyl-1H-imidazol-1-yl)propyl)-3-(3,4-dimethylphenyl)guanidine